N-[(2,4-dichlorophenyl)methyl]-1-[3-(difluoromethoxy)phenyl]-5-oxopyrrolidine-3-carboxamid ClC1=C(C=CC(=C1)Cl)CNC(=O)C1CN(C(C1)=O)C1=CC(=CC=C1)OC(F)F